ethyl 4-[6-(4,4-difluoropiperidin-1-yl)-5-fluoropyridin-3-yl]-1,3-oxazole-2-carboxylate 2-[6-(4,4-Difluoropiperidin-1-yl)-5-fluoropyridin-3-yl]-2-oxoethyl-acetate FC1(CCN(CC1)C1=C(C=C(C=N1)C(CCC(=O)O)=O)F)F.FC1(CCN(CC1)C1=C(C=C(C=N1)C=1N=C(OC1)C(=O)OCC)F)F